di(4-tert-pentylphenyl)amine C(C)(C)(CC)C1=CC=C(C=C1)NC1=CC=C(C=C1)C(C)(C)CC